2-[[4-bromo-5-(trifluoromethyl)indazol-1-yl]methoxy]ethyl-trimethylsilane BrC1=C2C=NN(C2=CC=C1C(F)(F)F)COCC[Si](C)(C)C